N-benzyl-5-(8-chloro-1,5-naphthyridin-2-yl)-2-fluorobenzenesulfonamide C(C1=CC=CC=C1)NS(=O)(=O)C1=C(C=CC(=C1)C1=NC2=C(C=CN=C2C=C1)Cl)F